Cl.N1(CCCC1)C1=CC=C(C=N1)NC(=N)N 1-(6-(pyrrolidin-1-yl)pyridin-3-yl)guanidine hydrochloride